methyl 4-amino-5-iodo-1-(1-methylcyclopropyl)-6-oxo-1,6-dihydropyridine-3-carboxylate NC=1C(=CN(C(C1I)=O)C1(CC1)C)C(=O)OC